ClC1=C(OC2=C(C(=O)N)C=CC=N2)C=CC(=C1)CC(=O)NC=1SC(=C(N1)C=1C=NC(=CC1)Cl)C 2-(2-chloro-4-(2-((4-(6-chloropyridin-3-yl)-5-methylthiazol-2-yl)amino)-2-oxoethyl)phenoxy)nicotinamide